rac-1-(((1S,2R)-2-((tert-Butyldiphenylsilyl)oxy)-1-methyl-5-oxocyclohexyl)methyl)-1H-benzo[d]imidazole-6-carbonitrile [Si](C1=CC=CC=C1)(C1=CC=CC=C1)(C(C)(C)C)O[C@H]1[C@](CC(CC1)=O)(C)CN1C=NC2=C1C=C(C=C2)C#N |r|